The molecule is a zwitterion resulting from the transfer of a proton from the carboxy group to the amino group of N-[(2S)-2-aminobutanoyl]glycine. The major species at pH 7.3. It is a tautomer of a N-[(2S)-2-aminobutanoyl]glycine. CC[C@@H](C(=O)NCC(=O)[O-])[NH3+]